methyl (2S)-2-((S)-2-((((3-chlorobenzyl)oxy)carbonyl)amino)-3-cyclohexylpropanamido)-4-methyl-5-(methyl(phenethyl)amino)-5-oxopentanoate ClC=1C=C(COC(=O)N[C@H](C(=O)N[C@H](C(=O)OC)CC(C(=O)N(CCC2=CC=CC=C2)C)C)CC2CCCCC2)C=CC1